CC=1C(=NC(=NC1)NC1=CC(=CC=C1)S(=O)(=O)N1CCOCC1)C1=CC=C(C=C1)NC(C1=CN=CC=C1)=O N-(4-(5-methyl-2-((3-(morpholinosulfonyl)phenyl)amino)pyrimidin-4-yl)phenyl)nicotinamide